O.O.Cl.CC1=NC(=C(N=C1C)C)C 2,3,5,6-tetramethylpyrazine hydrochloride dihydrate